FC=1C=C(C=C(C1)C(F)(F)F)C=1OC(=CN1)C(=O)O 2-[3-fluoro-5-(trifluoromethyl)phenyl]oxazole-5-carboxylic acid